4-bromo-3-(difluoromethoxy)-6-iodo-2-methylpyridine BrC1=C(C(=NC(=C1)I)C)OC(F)F